C(C1=CC=CC=C1)OC(=O)N1[C@H](CN(CC1)C=1C2=C(N=C(N1)S(=O)(=O)C)CN(CC2)C(=O)OC(C)(C)C)CC#N tert-butyl (S)-4-(4-((benzyloxy)carbonyl)-3-(cyanomethyl)piperazin-1-yl)-2-(methylsulfonyl)-5,8-dihydropyrido[3,4-d]pyrimidine-7(6H)-carboxylate